C(C)C(CCC(CC(C)C)OC(CCCCCCN(CC(CCCCC(=O)OCCC(CCCCCCC)CCCCC)O)CCCCCO)=O)CCCC 3-pentyldecyl 7-((7-((7-ethyl-2-methylundecan-4-yl)oxy)-7-oxoheptyl)(5-hydroxypentyl)amino)-6-hydroxyheptanoate